N-[2-(5-chloro-1,3-benzoxazol-2-yl)-2-azaspiro[3.3]heptan-6-yl]-5-(cyclopropylmethylsulfonyl)furan-2-carboxamide ClC=1C=CC2=C(N=C(O2)N2CC3(C2)CC(C3)NC(=O)C=3OC(=CC3)S(=O)(=O)CC3CC3)C1